C(C)OC1=CSC(=C1)C1=NC=NC(=C1)NCCC1=CC=C2C=CNC2=C1 3-Ethoxy-5-{6-[2-(1H-indol-6-yl)-ethylamino]-pyrimidin-4-yl}-thiophene